trans-4-[(3-chlorobenzyl)oxy]cyclohexane-1-carboxylic acid ClC=1C=C(CO[C@@H]2CC[C@H](CC2)C(=O)O)C=CC1